2-(((3-(Methoxymethyl)-5-methyl-2-oxooxazolidin-5-yl)methoxy)methyl)-6-(trifluoromethyl)nicotinic acid COCN1C(OC(C1)(C)COCC1=C(C(=O)O)C=CC(=N1)C(F)(F)F)=O